Cl.Cl.N1(C=CC=2C1=NC=CC2)C/C=C/[C@H]2NCCC[C@@H]2O (2R,3S)-2-((E)-3-(1H-pyrrolo[2,3-b]pyridin-1-yl)prop-1-en-1-yl)piperidin-3-ol dihydrochloride